1-chloro-4-methoxy-2-(3-(3-methoxyphenyl)pentan-3-yl)benzene tert-butyl-(3-(5-bromobenzo[d]oxazol-2-yl)propyl)carbamate C(C)(C)(C)N(C(O)=O)CCCC=1OC2=C(N1)C=C(C=C2)Br.ClC2=C(C=C(C=C2)OC)C(CC)(CC)C2=CC(=CC=C2)OC